(R)-N-{(1R)-1-[3-(difluoromethyl)-2-fluorophenyl]ethyl}-2-methylpropane-2-sulfinamide FC(C=1C(=C(C=CC1)[C@@H](C)N[S@](=O)C(C)(C)C)F)F